O1CCN(CC1)C1=NC(=C2C=C(C=NC2=C1)S(=O)(=O)NC(OC(C)(C)C)=O)OC1CCC(CC1)NC1=NC=C(C=N1)C(F)(F)F tert-butyl N-[[7-morpholino-5-[4-[[5-(trifluoromethyl)pyrimidin-2-yl]amino]cyclohexoxy]-1,6-naphthyridin-3-yl]sulfonyl]carbamate